(S)-2-amino-6-(2-chloro-4-(pyrrolidin-1-ylmethyl)benzyl)-4-((1-hydroxypentan-2-yl)amino)pyridinOctadecanoic acid ammonium salt [NH4+].N[C@]1(NC(=CC(=C1)NC(CO)CCC)CC1=C(C=C(C=C1)CN1CCCC1)Cl)CCCCCCCCCCCCCCCCCC(=O)[O-]